azabicyclo[4.1.1]octane-1-carboxylic acid C12(NCCCC(C1)C2)C(=O)O